ClC1=NC(=CC(=N1)NC1=NNC2=CC=C(C=C12)CC1=C(OCCNC(OC(C)(C)C)=O)C=CC(=C1)Cl)Cl tert-butyl (2-(2-((3-((2,6-dichloropyrimidin-4-yl)amino)-1H-indazol-5-yl)methyl)-4-chlorophenoxy)ethyl)carbamate